O1CCOC2=NC=CC(=C21)C=2C=C(C=NC2)C2=CC=C(C=C2)N2C(CCC2)=O 1-(4-(5-(2,3-dihydro-[1,4]dioxino[2,3-b]pyridin-8-yl)pyridin-3-yl)phenyl)pyrrolidin-2-one